copper-iron-manganese [Mn].[Fe].[Cu]